Cl.FCCOC=1C=C2C(=NNC2=CC1)NC(=O)[C@H]1CNCCC1 (3R)-N-[5-(2-Fluoroethoxy)-1H-indazol-3-yl]piperidine-3-carboxamide hydrochloride